C(C)(C)(C)OC([C@@H](NC(CCNC([C@H](CCN(C(CO)=O)[C@H](C(C)(C)C)C=1N(C=C(C1)C1=C(C=CC(=C1)F)F)CC1=CC=CC=C1)N)=O)=O)CCC(=O)OC(C)(C)C)=O N-{(2S)-2-amino-4-[{(1R)-1-[1-benzyl-4-(2,5-difluorophenyl)-1H-pyrrol-2-yl]-2,2-dimethylpropyl}(glycolyl)amino]butanoyl}-β-alanyl-L-glutamic acid di-tert-butyl ester